2-((2-chloro-5-iodopyridin-4-yl)(methyl)amino)ethan-1-ol ClC1=NC=C(C(=C1)N(CCO)C)I